(R)-6-Chloro-1'-(5-(3,5-difluorobenzyl)-4H-1,2,4-triazole-3-carbonyl)-5-fluorospiro[benzo[d][1,3]oxazine-4,3'-piperidin]-2(1H)-one ClC1=C(C2=C(NC(O[C@@]23CN(CCC3)C(=O)C3=NN=C(N3)CC3=CC(=CC(=C3)F)F)=O)C=C1)F